S1C=C(C2=C1C=CC=C2)C2=NC(=C1N=CN(C1=N2)C(C)C)NCCNC2=NC=CC=C2 N-(2-{[2-(1-benzothiophen-3-yl)-9-(propan-2-yl)-9H-purin-6-yl]amino}ethyl)pyridin-2-amine